disodium 2-methylterephthalate CC1=C(C(=O)[O-])C=CC(=C1)C(=O)[O-].[Na+].[Na+]